FC(C(=O)[O-])(F)F.N(=[N+]=[N-])CCOCCOCCNC([C@H](CSC[C@H](C[NH3+])[NH3+])[NH3+])=O.FC(C(=O)[O-])(F)F.FC(C(=O)[O-])(F)F (11R,15S)-1-Azido-10-oxo-3,6-dioxa-13-thia-9-azahexadecane-11,15,16-triaminium 2,2,2-trifluoroacetate